C(C)(C)(C)[C@H]1C[C@@H]2C([C@](N1CC2)(COC)CO)=O (1S,2R,4R,6R)-6-(tert-butyl)-2-(hydroxymethyl)-2-(methoxymethyl)quinuclidin-3-one